FC=1C=C2C=CC(=CC2=CC1)O 6-fluoronaphthalen-2-ol